(1R,2R)-N-((S)-2-(dimethylamino)-3-(4-hydroxy-2-methylphenyl)propyl)-2-methyl-2-phenylcyclopropane-1-carboxamide CN([C@H](CNC(=O)[C@H]1[C@@](C1)(C1=CC=CC=C1)C)CC1=C(C=C(C=C1)O)C)C